C1(CC1)N(C1=CC=CC=C1)C(C1=C(C=CC=C1C)C)=O N-cyclopropyl-2,6-dimethylbenzanilide